(2S)-2-cyclobutyl-2-[9H-fluoren-9-yl-methoxycarbonyl(methyl)amino]acetic acid C1(CCC1)[C@@H](C(=O)O)N(C)C(=O)OCC1C2=CC=CC=C2C=2C=CC=CC12